CN1C(N(C(C=2N(C=NC12)CCC)=O)CCOC(=O)C=1C=NC=CC1)=O 3-((2-(3-methyl-2,6-dioxo-7-propyl-2,3,6,7-tetrahydro-1H-purin-1-yl)ethoxy)carbonyl)pyridin